7-amino-4-methyl-1,4-benzoxazin-3-one NC1=CC2=C(N(C(CO2)=O)C)C=C1